C1(CC1)OC1=CC(=NC(=N1)C(C)(F)F)NC1=CC(=NC=C1OC[C@H](C)OC)NC(C)=O (S)-N-(4-((6-cyclopropoxy-2-(1,1-difluoroethyl)pyrimidin-4-yl)amino)-5-(2-methoxypropoxy)pyridin-2-yl)acetamide